CC(CN1N=NC(=C1)C1=C(C#N)C=C(C=C1)C(=O)N1CCN(CC1)C=1OC=2C(=NC(=CC2)C)N1)(C)C 2-[1-(2,2-dimethylpropyl)triazol-4-yl]-5-[4-(5-methyloxazolo[4,5-b]pyridin-2-yl)piperazine-1-carbonyl]benzonitrile